FC1=CC=C(C=C1)NC(=O)C1(CC1)C(=O)NC1=CC=C(C=C1)OC1=CC=NC2=CC(=CC=C12)N1N=C(C=C1)C 1-N'-(4-fluorophenyl)-1-N-[4-[7-(3-methylpyrazol-1-yl)quinolin-4-yl]Oxyphenyl]Cyclopropane-1,1-dicarboxamide